CN(C/C=C/S(=O)(=O)[N-]C(NC1=C2CCCC2=CC=2CCCC12)=O)C.[Na+] sodium (E)-((3-(dimethylamino)prop-1-en-1-yl)sulfonyl)((1,2,3,5,6,7-hexahydro-s-indacen-4-yl)carbamoyl)amide